ClC1=C(C=C2C=NN(C2=C1)C=1C=C(C(=C(C1)O)F)F)N1CCN(CC1)S(=O)(=O)C1=CC=CC=C1 5-(6-Chloro-5-(4-(phenylsulfonyl)piperazin-1-yl)-1H-indazol-1-yl)-2,3-difluorophenol